(-)-3-Hydroxy-2-methyl-2-m-tolyl-2,3-dihydro-1H-inden-1-one OC1C(C(C2=CC=CC=C12)=O)(C=1C=C(C=CC1)C)C